(R)-5-(5-methyl-2-(6-(methyl(piperidin-3-yl)amino)pyridin-3-ylamino)pyrimidin-4-ylamino)benzo[d]oxazol-2(3H)-one CC=1C(=NC(=NC1)NC=1C=NC(=CC1)N([C@H]1CNCCC1)C)NC=1C=CC2=C(NC(O2)=O)C1